CC1=NN=C(C2=CC(=CC=C12)N1CCOCC1)N[C@H](C)C1=CC(=CC(=C1)C(F)(F)F)C (R)-4-methyl-N-(1-(3-methyl-5-(trifluoromethyl)phenyl)ethyl)-7-morpholinophthalazin-1-amine